N[C@@H]1C[C@@H](CC1)OC1=C(C=C(C(=C1)F)C)C1=CC(=NN1)NC=1N=CC(=NC1)C#N 5-((5-(2-(((1R,3S)-3-aminocyclopentyl)oxy)-4-fluoro-5-methylphenyl)-1H-pyrazol-3-yl)amino)pyrazine-2-carbonitrile